O[C@H]1C[C@@H](N(C[C@H]1C)C(C(=O)NC=1C=C(C=NC1)C(=O)N)=O)C1=CC=CC=C1 5-[[2-[(2R,4S,5R)-4-hydroxy-5-methyl-2-phenyl-1-piperidyl]-2-oxo-acetyl]amino]pyridine-3-carboxamide